tert-butyl N-cyclopropyl-N-(1-pyrido[3,4-b]pyrazin-5-yl-4-piperidyl)carbamate C1(CC1)N(C(OC(C)(C)C)=O)C1CCN(CC1)C1=NC=CC=2C1=NC=CN2